(R)-2-((5-(2-(6-((2-cyanoethyl)(methyl)amino)-2-methylhexan-3-yl)-2,6-diazaspiro[3.4]oct-6-yl)-1,2,4-triazin-6-yl)oxy)-N-ethyl-5-fluoro-N-isopropylbenzamide C(#N)CCN(CCC[C@H](C(C)C)N1CC2(C1)CN(CC2)C=2N=CN=NC2OC2=C(C(=O)N(C(C)C)CC)C=C(C=C2)F)C